C[C@H]1N(CCOC1)C=1C=C(C=2N(N1)C(=NC2)C2=CC=NN2)C=2C=NC(=CC2)C (R)-3-methyl-4-(4-(6-methylpyridin-3-yl)-7-(1H-pyrazol-5-yl)imidazo[1,5-b]pyridazin-2-yl)morpholine